O(C)C(C(=O)O)C (methoxyl)propionic acid